2,3-diisopropyl-succinic acid dimethyl ester COC(C(C(C(=O)OC)C(C)C)C(C)C)=O